O=C1N(CCC(N1)=O)N1C(C2=CC=CC(=C2C1=O)N1CCNCC1)=O (2,4-dioxotetrahydropyrimidin-1(2H)-yl)-4-(piperazin-1-yl)isoindoline-1,3-dione